C(C=CCC)(=O)O 10E,14Z,16E-pentaenoic acid